C1=CC(=CC=C1C2=CC(=O)C3=C(O2)C=C(C(=C3O)[C@H]4[C@@H]([C@H]([C@@H]([C@H](O4)CO)O)O)O)O)O The molecule is a C-glycosyl compound that consists of apigenin substituted by a 1,5-anhydro-D-glucitol moiety at position 6. It has a role as an EC 3.2.1.20 (alpha-glucosidase) inhibitor and a metabolite. It is a C-glycosyl compound and a trihydroxyflavone. It derives from an apigenin. It is a conjugate acid of an isovitexin-7-olate.